ONC(=O)C1=CC2=C(S(CCN2CC2=CC(=CC=C2)C(F)(F)F)(=O)=O)C=C1 N-hydroxy-4-(3-(trifluoromethyl)benzyl)-3,4-dihydro-2H-benzo[b][1,4]thiazine-6-carboxamide-1,1-dioxide